(2s,4s)-8-(4-chloro-2-fluorophenyl)-2-hydroxy-5-(4-(trifluoromethyl)benzyl)-5,8-diazaspiro[3.5]nonane-6,9-dione ClC1=CC(=C(C=C1)N1CC(N(C2(CC(C2)O)C1=O)CC1=CC=C(C=C1)C(F)(F)F)=O)F